N[C@@H]1[C@@H]([C@H]2CC[C@@H](C1)N2C2=C(N=C1C(=N2)NN=C1C1=C(C2=CN(N=C2C=C1)CC)Cl)CO)F {6-[(1R,2S,3S,5S)-3-amino-2-fluoro-8-azabicyclo[3.2.1]octan-8-yl]-3-(4-chloro-2-ethyl-2H-indazol-5-yl)-1H-pyrazolo[3,4-b]pyrazin-5-yl}methanol